4-((3-acetoxy-2-formylphenoxy)methyl)benzoic acid C(C)(=O)OC=1C(=C(OCC2=CC=C(C(=O)O)C=C2)C=CC1)C=O